2-[3-(4-ethylpyrazol-1-yl)-1-[2-[(1-methylpyrazol-4-yl)amino]-[1,2,4]triazolo[1,5-a]pyridin-8-yl]azetidin-3-yl]acetonitrile C(C)C=1C=NN(C1)C1(CN(C1)C=1C=2N(C=CC1)N=C(N2)NC=2C=NN(C2)C)CC#N